1-methyl-4-amino-1,2,3-triazole CN1N=NC(=C1)N